tert-Butyl 3-[2,2,3,3-tetradeuterio-3-[1-(trifluoromethyl)cyclopropyl]propoxy]pyrazole-1-carboxylate [2H]C(COC1=NN(C=C1)C(=O)OC(C)(C)C)(C(C1(CC1)C(F)(F)F)([2H])[2H])[2H]